3-(3-Cyclopropyl-5-((2-fluoro-4-iodophenyl)amino)-6,8-dimethyl-2,4,7-trioxo-3,4,6,7-tetrahydropyrido[4,3-d]pyrimidin-1(2H)-yl)phenyl methylsulfamate CNS(OC1=CC(=CC=C1)N1C(N(C(C=2C1=C(C(N(C2NC2=C(C=C(C=C2)I)F)C)=O)C)=O)C2CC2)=O)(=O)=O